3-{2-[(1s,4s)-4-{[rel-(1R,5S)-7-oxo-9-oxa-2,6-diazaspiro[4.5]decan-1-yl]methoxy}cyclohexyl]phenoxy}propanoic acid O=C1N[C@]2(CCN[C@H]2COC2CCC(CC2)C2=C(OCCC(=O)O)C=CC=C2)COC1 |o1:3,7|